2,2,2-trifluoro-N-phenylacetimidamide FC(C(NC1=CC=CC=C1)=N)(F)F